4-methyl-N-{2-[(2R)-1-methylpiperidin-2-yl]-1H-pyrrolo[3,2-c]pyridin-6-yl}-3-oxo-2H-1,4-benzoxazine-7-carboxamide CN1C(COC2=C1C=CC(=C2)C(=O)NC2=CC1=C(C=N2)C=C(N1)[C@@H]1N(CCCC1)C)=O